(3S)-1-[(2R)-2-[4-(2-chlorophenyl)-2-oxo-chromen-7-yl]oxypropanoyl]piperidine-3-carboxylic acid ClC1=C(C=CC=C1)C1=CC(OC2=CC(=CC=C12)O[C@@H](C(=O)N1C[C@H](CCC1)C(=O)O)C)=O